C(=O)OCC1=CC=C(C=C1)OC (4-methoxyphenyl)methyl formate